ClC=1C=NC(=NC1)NC1CCN(CC1)S(=O)(=O)C=1C=C(C=CC1)N1N=CC(=C1)CN1CCC(CC1)C1=CC=C2C(=NN(C2=C1)C)N1C(NC(CC1)=O)=O 1-(6-(1-((1-(3-((4-((5-chloropyrimidin-2-yl)amino)piperidin-1-yl)sulfonyl)phenyl)-1H-pyrazol-4-yl)methyl)piperidin-4-yl)-1-methyl-1H-indazol-3-yl)dihydropyrimidine-2,4(1H,3H)-dione